1-(4-(benzyloxy)-6-methoxybenzofuran-2-yl)ethanone C(C1=CC=CC=C1)OC1=CC(=CC2=C1C=C(O2)C(C)=O)OC